2-((3,5-difluorophenyl)amino)-8-hydroxyquinazoline-4(3H)-One FC=1C=C(C=C(C1)F)NC1=NC2=C(C=CC=C2C(N1)=O)O